ethyl (S)-4-(4-(2-((((9H-fluoren-9-yl)methoxy)carbonyl) amino)-4-((tert-butoxycarbonyl)amino)butanamido)-1-methyl-1H-pyrrole-2-carboxamido)-1-methyl-1H-imidazole-2-carboxylate C1=CC=CC=2C3=CC=CC=C3C(C12)COC(=O)N[C@H](C(=O)NC=1C=C(N(C1)C)C(=O)NC=1N=C(N(C1)C)C(=O)OCC)CCNC(=O)OC(C)(C)C